COCCOCCOC1=C2C=C(NC2=CC=C1)C(=O)N[C@H](C(=O)N[C@H](C(=O)OC)C[C@H]1C(NCCC1)=O)CC(C)(C)C methyl (2S)-2-[[(2S)-2-[[4-[2-(2-methoxyethoxy)ethoxy]-1H-indole-2-carbonyl]amino]-4,4-dimethyl-pentanoyl]amino]-3-[(3S)-2-oxo-3-piperidyl]propanoate